8-methyl-6-(1,2,3,6-tetrahydropyridin-4-yl)pyrido[2,3-d]Pyrimidin-7-one CN1C(C(=CC2=C1N=CN=C2)C=2CCNCC2)=O